FC1=CC2=C(N(C=N2)C[C@@]2(C[C@]3(CN(C(O3)=O)C3=NC=C(N=C3)C(C)(C)O)CC[C@H]2F)C)C=C1C#N |r| rac-5-fluoro-1-(((5s,7s,8r)-8-fluoro-3-(5-(2-hydroxypropan-2-yl)pyrazin-2-yl)-7-methyl-2-oxo-1-oxa-3-azaspiro[4.5]decan-7-yl)methyl)-1H-benzo[d]imidazole-6-carbonitrile